methyl-(naphthyl)ethoxypropoxysilane 3-(isopropylimino)-2-methylbutan-2-olate C(C)(C)N=C(C(C)([O-])C)C.C[SiH2]OCCCOCCC1=CC=CC2=CC=CC=C12